C(C)(C)(C)C=1OC2=C(N1)C=C(C(=C2)OC)[N+](=O)[O-] 2-(tert-butyl)-6-methoxy-5-nitrobenzo[d]Oxazole